(2R,6R)-dimethylmorpholine CC1N(CCOC1)C